3-[[1-[(3R,4R)-1-[(3-fluorophenyl)methyl]-3-phenyl-piperidine-4-carbonyl]-4-hydroxy-4-piperidinyl]methyl]thieno[2,3-d]pyrimidin-4-one FC=1C=C(C=CC1)CN1C[C@H]([C@@H](CC1)C(=O)N1CCC(CC1)(O)CN1C=NC2=C(C1=O)C=CS2)C2=CC=CC=C2